isopropyl (S)-2-((S)-2-cyclohexyl-2-cyclopropoxyacetamido)-6-diazo-5-oxohexanoate C1(CCCCC1)[C@@H](C(=O)N[C@H](C(=O)OC(C)C)CCC(C=[N+]=[N-])=O)OC1CC1